C(C)(C)(C)OC(NCCOC1=CC2=C(C(=N1)Cl)CC(C2)C=O)=O N-[2-[(1-chloro-6-formyl-6,7-dihydro-5H-cyclopenta[c]pyridin-3-yl)oxy]ethyl]carbamic acid tert-butyl ester